7-(8-oxa-3-azabicyclo[3.2.1]octan-3-yl)-5-(((R)-1-(dimethylamino)propan-2-yl)oxy)-N-(5-fluoroquinolin-6-yl)quinazolin-4-amine C12CN(CC(CC1)O2)C2=CC(=C1C(=NC=NC1=C2)NC=2C(=C1C=CC=NC1=CC2)F)O[C@@H](CN(C)C)C